5-((2-(3-(2-(Cyclohexyloxy)acetamido)phenyl)pyrimidin-5-yl)methoxy)-2-hydroxybenzoic acid C1(CCCCC1)OCC(=O)NC=1C=C(C=CC1)C1=NC=C(C=N1)COC=1C=CC(=C(C(=O)O)C1)O